ClC1=C(C=C(C=C1F)C1=CC(=C(C=C1)[C@H]([C@H]1O[C@@H]([C@H]([C@@H]([C@@H]1O)O)O)CO)O)C)F (2R,3S,4S,5S,6R)-2-((R)-(4'-chloro-3',5'-difluoro-3-methyl-[1,1'-biphenyl]-4-yl)(hydroxy)methyl)-6-(hydroxymethyl)tetrahydro-2H-pyran-3,4,5-triol